ClC=1C=C(C=C(C1OC1=C(C=C(C=C1C)NC(C1=CC(=CC(=C1)OC)F)=O)C)Cl)NC(C(=O)O)CCC=O ((3,5-dichloro-4-(4-(3-fluoro-5-methoxybenzoylamino)-2,6-dimethylphenoxy)phenyl)amino)-5-oxopentanoic acid